C(C)(=O)N1CCC(CC1)(OCC)C=1C(N(C2=C(C(=NC(=C2C1)Cl)C)OC1CCNCC1)C)=O 3-(1-acetyl-4-ethoxypiperidin-4-yl)-5-chloro-1,7-dimethyl-8-(piperidin-4-yloxy)-1,6-naphthyridin-2(1H)-one